[Cl-].OCCCC[N+](C)(CCCCCCCCCCCCCCCCCC)CCCCCCCCCCCCCCCCCC hydroxypropyl-bis-stearyl-dimethyl-ammonium chloride